L-4-phenyl-2-butanol acetate C(C)(=O)OC(C)CCC1=CC=CC=C1